3-(3-((Methylamino)methyl)-4-(4-methylpiperazin-1-yl)phenyl)-5-(2-fluoro-6-methylphenyl)-1H-pyrazolo[4,3-c]pyridazin-6(5H)-on CNCC=1C=C(C=CC1N1CCN(CC1)C)C1=NNC=2C1=NN(C(C2)=O)C2=C(C=CC=C2C)F